(3S)-7-((3S,5R)-4-acryloyl-3,5-dimethylpiperazin-1-yl)-10-(2,4-difluorophenyl)-3-methyl-9-(trifluoromethyl)-2,3-dihydro-5H-[1,4]thiazino[2,3,4-ij]quinazolin-5-one C(C=C)(=O)N1[C@H](CN(C[C@H]1C)C1=NC(N2C3=C(C(=C(C=C13)C(F)(F)F)C1=C(C=C(C=C1)F)F)SC[C@@H]2C)=O)C